Methyl 8-bromo-2-methyl-3-oxo-3,4-dihydroquinoxaline-6-carboxylate BrC=1C=C(C=C2NC(C(=NC12)C)=O)C(=O)OC